((R)-2-(2,4-Difluorophenyl)piperidin-1-yl)-2-fluoro-N-((R,E)-4-(methylsulfonyl)but-3-en-2-yl)benzamide FC1=C(C=CC(=C1)F)[C@@H]1N(CCCC1)C=1C(=C(C(=O)N[C@H](C)\C=C\S(=O)(=O)C)C=CC1)F